2,6-dichloro-5-fluoro-N-((2-(1-(trifluoromethyl)cyclopropyl)phenyl)carbamoyl)nicotinamide ClC1=C(C(=O)NC(NC2=C(C=CC=C2)C2(CC2)C(F)(F)F)=O)C=C(C(=N1)Cl)F